2-methylpropan-2-yl (4S)-4-amino-4-carbamoylbutanoate hydrochloride Cl.N[C@@H](CCC(=O)OC(C)(C)C)C(N)=O